[Re].[W] Tungsten-rhenium